bis(cyclopentadienyl)zirconium (IV) difluoride [F-].[F-].C1(C=CC=C1)[Zr+2]C1C=CC=C1